BrC1=C(C=CC(=C1)CCC)C(C)O 1-(2-bromo-4-propylphenyl)ethane-1-ol